8-cyclopropyl-N-[(2-methoxy-4-pyridyl)methyl]-9-(2-trimethylsilylethoxymethyl)purin-6-amine C1(CC1)C=1N(C2=NC=NC(=C2N1)NCC1=CC(=NC=C1)OC)COCC[Si](C)(C)C